N-(3-(dimethylcarbamoyl)phenyl)-3-(N-(4-ethoxyphenyl)-N-methylsulfamoyl)thiophene-2-carboxamide CN(C(=O)C=1C=C(C=CC1)NC(=O)C=1SC=CC1S(N(C)C1=CC=C(C=C1)OCC)(=O)=O)C